1-((6-cyclopropyl-8-(trifluoromethyl)imidazo[1,2-a]pyridin-2-yl)methyl)-1H-1,2,3-triazole-4-carboxylic acid C1(CC1)C=1C=C(C=2N(C1)C=C(N2)CN2N=NC(=C2)C(=O)O)C(F)(F)F